OCC(C)NC(=O)[C@@H]1CN(CC[C@H]1NC(=O)C1=NOC(=C1)C1=C(C=C(C=C1)F)F)C1CCCCC1 |o1:7,12| (3R*,4R*)-1-Cyclohexyl-4-{[5-(2,4-difluoro-phenyl)-isoxazole-3-carbonyl]-amino}-piperidine-3-carboxylic acid (2-hydroxy-1-methyl-ethyl)-amide